4-amino-3-(cyclopropylmethyl)-5-phenylpyrrolidin-2-one hydrochloride Cl.NC1C(C(NC1C1=CC=CC=C1)=O)CC1CC1